1-heptylammonium C(CCCCCC)[NH3+]